2,2-difluoro-N-{2-methyl-5-[(phenyl-carbamoyl)amino]-phenyl}acetamide FC(C(=O)NC1=C(C=CC(=C1)NC(NC1=CC=CC=C1)=O)C)F